3-bromo-N-isopentyl-4-methylbenzamide BrC=1C=C(C(=O)NCCC(C)C)C=CC1C